[1,2,5]Oxadiazolo[3,4-b]pyridin N=1ON=C2N=CC=CC21